FC(S(=O)(=O)[O-])(F)F.COC(N(C)C)=[N+](C)C O-methyl-N,N,N',N'-tetramethyl-isouronium trifluoromethanesulfonate